C(C)(C)(C)OC(N(C)CC(=O)N1C(=C(C2=CC(=CC=C12)C1CCN(CC1)CC(=O)N)C(C)C)C=1C(=C(C=2N(C1)N=CN2)C)C)=O (2-(5-(1-(2-amino-2-oxoethyl)piperidin-4-yl)-2-(7,8-dimethyl-[1,2,4]triazolo[1,5-a]pyridin-6-yl)-3-isopropyl-1H-indol-1-yl)-2-oxoethyl)(methyl)carbamic acid tert-butyl ester